C(CC)(=O)OC1=C(C=CC=C1)CC(=O)O 2-(2-(propionyloxy)phenyl)acetic acid